2-(5-(trimethylsilyl)furan-2-yl)-4,5-dimethylcyclopentadien C[Si](C1=CC=C(O1)C1=CC(C(=C1)C)C)(C)C